CS(=O)(=O)OC1=C(C=CC=C1)OC Methoxyphenyl methanesulfonate